trans-1-amino-4-methylcycloheptanecarboxylic acid N[C@@]1(CC[C@H](CCC1)C)C(=O)O